C(N)(=N)C1=CC=C(CNC(=O)C=2C=NN(C2)CC2=CC=C(C=C2)COC)C=C1 N-(4-carbamimidoylbenzyl)-1-(4-(methoxymethyl)benzyl)-1H-pyrazole-4-carboxamide